ClC1=C(CC2=CC=CC3=C2NC(=NS3(=O)=O)NCC3=C(C=NC=C3)F)C=CC=C1 5-(2-chlorobenzyl)-3-(((3-fluoropyridin-4-yl)methyl)amino)-4H-benzo[e][1,2,4]thiadiazine 1,1-dioxide